ClC=1C=C(C=CC1C(S\C(=C(\C)/N(C=O)CC=1C(=NC(=NC1)C)N)\CCO)=O)C1=CC=CC=C1 (Z)-S-(2-(N-((4-amino-2-methylpyrimidin-5-yl)methyl)formamido)-5-hydroxypent-2-en-3-yl) 3-chloro-[1,1'-biphenyl]-4-carbothioate